methyl 5-iodo-3-(2,2,2-trifluoroethyl)-1H-indole-7-carboxylate IC=1C=C2C(=CNC2=C(C1)C(=O)OC)CC(F)(F)F